NC=1C=C2C(=NC1N1C[C@H](CC1)O)N=C(S2)N2CCOCC2 (S)-1-(6-amino-2-morpholinothiazolo[4,5-b]pyridin-5-yl)pyrrolidin-3-ol